CC1=CC=C(OC2=CC(=C(C=C2)B(O)O)C=O)C=C1 (4-(4-methylphenoxy)-2-formylphenyl)boronic acid